N1(N=CC=C1)C1=CC=C(CN(C=2SC=C(N2)CCl)CC2=CC(=CC=C2)OC)C=C1 N-(4-(1H-pyrazol-1-yl)benzyl)-4-(chloromethyl)-N-(3-methoxybenzyl)thiazol-2-amine